C(C)(C)(C)OC(NCCCN([C@H](C(C)(C)C)C=1N(C=C(N1)C1=C(C=CC(=C1)F)F)CC1=CC=CC=C1)C(C1=CC=C(C=C1)N)=O)=O tert-Butyl-{3-[(4-aminobenzoyl){(1R)-1-[1-benzyl-4-(2,5-difluorophenyl)-1H-imidazol-2-yl]-2,2-dimethylpropyl}amino]propyl}carbamat